C(C)NCCS 2-ethylaminoethanethiol